tri(n-butyl) citrate C(CC(O)(C(=O)OCCCC)CC(=O)OCCCC)(=O)OCCCC